C(CCCCCCC\C=C/CCCCCCCCCC)(=O)O (9Z)-9-Eicosenoic acid